ClC1=C(C=C(OCC(=O)NC23CC(C2)(C3)C(=O)NCC3=NC(=CC=C3)OC)C=C1)F 3-[2-(4-chloro-3-fluorophenoxy)acetamido]-N-[(6-methoxypyridin-2-yl)methyl]bicyclo[1.1.1]pentane-1-carboxamide